7-amino-3,8,9,9-tetramethyl-9H-fluorene-2,5-diol NC=1C=C(C=2C=3C=C(C(=CC3C(C2C1C)(C)C)O)C)O